C(C)C(C(=C)C)=CCC 3-ethyl-2-methyl-1,3-hexadiene